(2S,4S)-4-cyanopyrrolidine-1,2-dicarboxylic acid (1-tert-butyl) (2-methyl) ester COC(=O)[C@H]1N(C[C@H](C1)C#N)C(=O)OC(C)(C)C